ClC=1C=C(C=CC1)C1C2=C(N(C=3C=C4C(=CC13)OCO4)CCO)COC2=O 9-(3-chlorophenyl)-5-(2-hydroxyethyl)-6,9-dihydro-[1,3]dioxolo[4,5-g]furo[3,4-b]quinolin-8(5H)-one